ClC=1C=C2C(=NC=NC2=C(C1)I)OC1OCCCC1 6-chloro-8-iodo-4-tetrahydropyran-2-yloxy-quinazoline